COC(=O)C1(CCC1)N1N=C2C=C(C(=CC2=C1)Br)Cl (5-bromo-6-chloro-indazol-2-yl)cyclobutanecarboxylic acid methyl ester